O[C@H](CC(=O)OC1CC(CCC1C(C)C)C)C Menthyl (S)-3-hydroxybutyrate